3-(5-Acetylthiophen-2-yl)-3-[3-(chloromethyl)-4-methylphenyl]Methyl-2-methylpropionate C(C)(=O)C1=CC=C(S1)C(C(C(=O)[O-])C)CC1=CC(=C(C=C1)C)CCl